FCC(O)C1(CN(CCC1)C(=O)OC(C)(C)C)[N+](=O)[O-] tert-butyl 3-(2-fluoro-1-hydroxyethyl)-3-nitropiperidine-1-carboxylate